[As].[Pd] palladium-arsenic